4-(4-((1R,5S)-3-oxa-7,9-diazabicyclo[3.3.1]nonan-9-yl)-6-chloro-8-fluoro-2-(((2S,4R)-4-fluoro-1-methylpyrrolidin-2-yl)methoxy)quinazolin-7-yl)-7-fluorobenzo[d]thiazol-2-amine [C@H]12COC[C@H](CNC1)N2C2=NC(=NC1=C(C(=C(C=C21)Cl)C2=CC=C(C1=C2N=C(S1)N)F)F)OC[C@H]1N(C[C@@H](C1)F)C